magnesium 2-(tert-butyl)-2-octylmalonate C(C)(C)(C)C(C(=O)[O-])(C(=O)[O-])CCCCCCCC.[Mg+2]